4-(((6-(1-(tert-butoxycarbonyl)piperidin-4-yl)pyridin-2-yl)oxy)methyl)-5-fluoro-2-methoxybenzoic acid C(C)(C)(C)OC(=O)N1CCC(CC1)C1=CC=CC(=N1)OCC1=CC(=C(C(=O)O)C=C1F)OC